Bis(((1S,2S,4S)-2-(methoxymethyl)-3-oxoquinuclidin-2-yl) methyl) sulfate S(=O)(=O)(OC[C@@]1(N2CCC(C1=O)CC2)COC)OC[C@@]2(N1CCC(C2=O)CC1)COC